BrC1=CC(NC=C1[N+](=O)[O-])=O 4-bromo-5-nitro-1H-pyridin-2-one